4-(4-fluorophenoxy)phenylhydrazine FC1=CC=C(OC2=CC=C(C=C2)NN)C=C1